2-(3,4-dihydroxy-5-methoxyphenyl)chromenylium OC=1C=C(C=C(C1O)OC)C1=[O+]C2=CC=CC=C2C=C1